FC=1C=C(CC2=CN=C3N2C=CC(=C3)C=O)C=CC1F 3-(3,4-difluorobenzyl)imidazo[1,2-a]pyridine-7-carbaldehyde